Methyl-d3 4,6-dichloronicotinate ClC1=CC(=NC=C1C(=O)OC([2H])([2H])[2H])Cl